ON=C(C1=CC=C(C=C1)C)Cl N-hydroxy-p-methylbenzimidoyl chloride